Cl.N[C@H]1CCC2=C(C=CC=C12)C1=NOC(=N1)C=1C=CC(=C(C#N)C1)OC(F)F 5-(3-((1S)-1-amino-2,3-dihydro-1H-inden-4-yl)-1,2,4-oxadiazol-5-yl)-2-(difluoromethoxy)benzonitrile hydrochloride